methyl 3-(5-(2,6-dimethylphenyl)pyridin-3-yl)-3-(4-methyl-2-(4-methyl-2-oxopyridin-1(2H)-yl)pentanamido)propanoate CC1=C(C(=CC=C1)C)C=1C=C(C=NC1)C(CC(=O)OC)NC(C(CC(C)C)N1C(C=C(C=C1)C)=O)=O